C1(CCC1)NC(C)C=1C=C(C=C(C1)C(F)(F)F)NC1=NC=C(C(=N1)NN1C(OC2=C1C=CC=C2)=O)C (2-(3-(1-(cyclobutylamino)ethyl)-5-(trifluoromethyl)phenylamino)-5-methylpyrimidin-4-ylamino)benzo[d]oxazol-2(3H)-one